C(C1=CC=CC=C1)N(C1=C(C(=C(C=C1F)N1CCN(CC1)C(=O)OC(C)(C)C)C)F)CC1=CC=CC=C1 tert-butyl 4-(4-(dibenzylamino)-3,5-difluoro-2-methylphenyl)piperazine-1-carboxylate